[I-].C(=CCCC)[NH-] pentenaminide iodide